FC=1C=C(C=CC1)NC(=O)[C@@H]1CC12CCN(CC2)C(=O)OC(C(F)(F)F)C(F)(F)F |o1:10| 1,1,1,3,3,3-hexafluoro-propan-2-yl (R or S)-1-((3-fluorophenyl)carbamoyl)-6-azaspiro[2.5]octane-6-carboxylate